8-(difluoromethoxy)-3-(4-(2,2,2-trifluoroethoxy)phenyl)-2-(trifluoromethyl)-4H-pyrido[1,2-a]pyrimidin-4-one FC(OC1=CC=2N(C(C(=C(N2)C(F)(F)F)C2=CC=C(C=C2)OCC(F)(F)F)=O)C=C1)F